PHENYLACETYLGLYCINE C1(=CC=CC=C1)CC(=O)NCC(=O)O